C1(CC1)C1=C(C(=NO1)C1=C(C=CC=C1Cl)Cl)C(=O)OC1C[C@H]2CC[C@@H](C1)N2C=2C=NC(=NC2)C(=O)OC methyl 5-[(1R,3R,5S)-3-[[5-cyclopropyl-3-(2,6-dichlorophenyl)-1,2-oxazol-4-yl]carbonyloxy]-8-azabicyclo[3.2.1]octan-8-yl]pyrimidine-2-carboxylate